(2E)-1-(4-hydroxyphenyl)-3-(4-methoxyphenyl)-2-propen-1-one OC1=CC=C(C=C1)C(\C=C\C1=CC=C(C=C1)OC)=O